COC1=C(CNC2=NC=3C(=CC(=CC3C=3N2N=C(N3)[C@@H]3CC[C@@H](N(C3)C(=O)[C@@H]3C[C@@H](CC3)C(C)(C)O)C)F)F)C=CC(=C1)OC ((2S,5R)-5-(5-((2,4-dimethoxybenzyl)amino)-7,9-difluoro-[1,2,4]triazolo[1,5-c]quinazolin-2-yl)-2-methylpiperidin-1-yl)((1S,3R)-3-(2-hydroxypropan-2-yl)cyclopentyl)methanone